1-methyl-3-(1,1,3,3-tetramethylbutyl)imidazolium acetate C(C)(=O)[O-].CN1C=[N+](C=C1)C(CC(C)(C)C)(C)C